(3-cyano-4-fluorophenyl)-boronic acid C(#N)C=1C=C(C=CC1F)B(O)O